7-Hydroxy-8-methoxy-2-(4-(4-(piperidin-1-yl)butyl)phenyl)-4H-chromen-4-one OC1=CC=C2C(C=C(OC2=C1OC)C1=CC=C(C=C1)CCCCN1CCCCC1)=O